CC1(OB(OC1(C)C)C=1C=NC(=NC1)N1CC=2N(CC1)C=NN2)C 7-(5-(4,4,5,5-tetramethyl-1,3,2-dioxaborolan-2-yl)pyrimidin-2-yl)-5,6,7,8-tetrahydro-[1,2,4]triazolo[4,3-a]pyrazine